6-(4-chlorophenyl)-N-(1-fluoro-3-hydroxypropan-2-yl)-3-oxo-2-(pyridin-3-yl)-2,3-dihydropyridazine-4-carboxamide ClC1=CC=C(C=C1)C=1C=C(C(N(N1)C=1C=NC=CC1)=O)C(=O)NC(CF)CO